(R)-6-(1-(1-(4-methylbenzyl)-2-oxopyrrolidin-3-yl)piperidin-4-yl)benzo[d]oxazol-2(3H)-one CC1=CC=C(CN2C([C@@H](CC2)N2CCC(CC2)C2=CC3=C(NC(O3)=O)C=C2)=O)C=C1